3-(4-methylpiperazine-1-carbonyl)-N-[(1R)-1-(1-naphthyl)ethyl]benzamide CN1CCN(CC1)C(=O)C=1C=C(C(=O)N[C@H](C)C2=CC=CC3=CC=CC=C23)C=CC1